FC(O[C@H]1CC[C@H](CC1)NC1=NN2C(C=N1)=C(C=C2)C=2C=NC=1N(C2)C(=CN1)CC)F N-(cis-4-(difluoromethoxy)cyclohexyl)-5-(3-ethylimidazo[1,2-a]pyrimidin-6-yl)pyrrolo[2,1-f][1,2,4]triazin-2-amine